C(C)OC(=O)C=1N=NC(=CC1C(F)(F)F)OC 6-methoxy-4-(trifluoromethyl)pyridazine-3-carboxylic acid ethyl ester